NC1=NC(=NC(=N1)N)Cl 2,4-Diamino-6-chloro-1,3,5-triazine